C(C)O[Si](CCCNCCN)(OCC)OCC triethoxy(aminoethylaminopropyl)silane